2-allyl-1-(7-hydroxy-7-(pent-4-en-1-yl)-6,7-dihydro-5H-cyclopenta[b]pyridin-2-yl)-6-(methylthio)-1,2-dihydro-3H-pyrazolo[3,4-d]pyrimidin-3-one C(C=C)N1N(C2=NC(=NC=C2C1=O)SC)C1=CC=C2C(=N1)C(CC2)(CCCC=C)O